OCC(CC(=O)N1CC(CC1)O)N1CCOC2(CCN(C2)C2=CC=C(C=C2)OC(F)(F)F)C1 4-hydroxy-1-(3-hydroxypyrrolidin-1-yl)-3-{2-[4-(trifluoromethoxy)phenyl]-6-oxa-2,9-diazaspiro[4.5]dec-9-yl}butan-1-one